2-(4-(2-amino-4-methylquinolin-7-yl)-1-methyl-1H-pyrazol-5-yl)-4-chloro-6-(cyclopentyloxy)-3-fluorobenzonitrile NC1=NC2=CC(=CC=C2C(=C1)C)C=1C=NN(C1C1=C(C#N)C(=CC(=C1F)Cl)OC1CCCC1)C